C1(=CC=CC=C1)C1=NC(=CC(=N1)C1=CC=C(C=C1)B(O)O)C1=CC=CC=C1 4-(2,6-diphenylpyrimidin-4-yl)phenylboronic acid